tert-butyl 3-((benzo[d]thiazole-2-carboxamido)methyl)azetidine-1-carboxylate S1C(=NC2=C1C=CC=C2)C(=O)NCC2CN(C2)C(=O)OC(C)(C)C